(2S)-2-amino-N-[1-[(3-chloro-6-oxo-1H-pyridazin-5-yl)methyl]pyrazol-4-yl]-3,3-dicyclopropyl-propanamide, hydrochloride Cl.N[C@H](C(=O)NC=1C=NN(C1)CC1=CC(=NNC1=O)Cl)C(C1CC1)C1CC1